6-(5-cyano-1H-pyrrolo[2,3-b]pyridin-1-yl)-N-((1r,4r)-4-((3-(3-hydroxypropoxy)propyl)carbamoyl)cyclohexyl)-4-(isopropylamino)nicotinamide C(#N)C=1C=C2C(=NC1)N(C=C2)C2=NC=C(C(=O)NC1CCC(CC1)C(NCCCOCCCO)=O)C(=C2)NC(C)C